C(C)(C)(C)OC(CC[C@@](C)(C#N)C1=C(C=CC=C1)C1C(CN(CC1)C(=O)[O-])O)=O 4-(((R)-5-(tert-butoxy)-2-cyano-5-oxopentan-2-yl)phenyl)-3-hydroxypiperidine-1-carboxylate